CC(CNCCNCCNCC(OCC)=O)C dimethyl-11-oxo-12-oxa-3,6,9-triazatetradecan